BrC=1C=C(C=CC1OC)C=NCC(OC)OC 1-(3-bromo-4-methoxyphenyl)-N-(2,2-dimethoxyethyl)methanimine